1,4-dimethyl-2,3-dihydro-1H-pyrrole CN1CCC(=C1)C